2-[1-[2-Isoindolin-2-yl-4-oxo-6-(trifluoromethyl)chromen-8-yl]ethylamino]benzoic Acid C1N(CC2=CC=CC=C12)C=1OC2=C(C=C(C=C2C(C1)=O)C(F)(F)F)C(C)NC1=C(C(=O)O)C=CC=C1